8-chloro-3-[(5-chloro-2-ethylsulfonylphenyl)methyl]-7-(piperazin-1-ylmethyl)-6-(trifluoromethyl)-8H-quinazoline-2,4-dione ClC1C(=C(C=C2C(N(C(N=C12)=O)CC1=C(C=CC(=C1)Cl)S(=O)(=O)CC)=O)C(F)(F)F)CN1CCNCC1